NC1=CC=C(OC2=CC=C(C=C2)C=CCC2=CC=C(C=C2)OC2=CC=C(C=C2)N)C=C1 1,3-bis[4-(4-aminophenoxy)phenyl]propaneN